4,6-dinitro-N,N-diphenylpyridin-2-amine [N+](=O)([O-])C1=CC(=NC(=C1)[N+](=O)[O-])N(C1=CC=CC=C1)C1=CC=CC=C1